IC1=C(OC2OCCCC2)C=CC(=C1)CCCCCCCC 2-(2-iodo-4-octylphenoxy)tetrahydro-2H-pyran